1,2-bis(diphenylphosphino)ethane platinum chloride [Pt](Cl)Cl.C1(=CC=CC=C1)P(CCP(C1=CC=CC=C1)C1=CC=CC=C1)C1=CC=CC=C1